TRIMETHYLENE CARBONATE C1(OCCCO1)=O